CN(C=1C=CC=C2C1N=N[Se]2)C N,N-dimethyl-benzoselenadiazole-4-amine